2-(2,3-dihydro-1-benzofuran-4-yl)-4,4,5,5-tetramethyl-1,3,2-dioxaborolane O1CCC2=C1C=CC=C2B2OC(C(O2)(C)C)(C)C